CNC=1N=CC2=C(N1)NC=C2C2=CC1=C(N=C(S1)C)C=C2 N-methyl-5-(2-methylbenzo[d]thiazol-6-yl)-7H-pyrrolo[2,3-d]pyrimidin-2-amine